C(C)NC(=O)NC1=CC=C(C=N1)C=1C=NN2C1C=C(C=C2)C(=O)N(C)C=2C=NC(=CC2)OC 3-[6-(ethylcarbamoylamino)-3-pyridyl]-N-(6-methoxy-3-pyridyl)-N-methyl-pyrazolo[1,5-a]pyridine-5-carboxamide